3-(6-amino-3-pyridyl)-9-[1-[4-fluoro-2-(1-methyltriazol-4-yl)anilino]ethyl]-4,7-dimethyl-imidazo[1,5-a]quinazolin-5-one NC1=CC=C(C=N1)C=1N=CN2C1N(C(C1=CC(=CC(=C21)C(C)NC2=C(C=C(C=C2)F)C=2N=NN(C2)C)C)=O)C